N-benzoyl-2',3'-dideoxy-3'-[(triphenylmethyl)amino]-adenosine C(C1=CC=CC=C1)(=O)NC=1C=2N=CN([C@H]3C[C@@H]([C@@H](CO)O3)NC(C3=CC=CC=C3)(C3=CC=CC=C3)C3=CC=CC=C3)C2N=CN1